NC=1C2=C(N=CN1)C(=NN2C2=CC=C(C(=O)NC1=NC=CC(=C1)C(F)(F)F)C=C2)C2CCN(CC2)C([C@@H](C)O)=O (R)-4-(7-amino-3-(1-(2-hydroxypropionyl)piperidin-4-yl)-1H-pyrazolo[4,3-d]pyrimidin-1-yl)-N-(4-(trifluoromethyl)pyridin-2-yl)benzamide